BrC1=CC=C(C=C1)C=1N=C(SC1)NC(C1=C(C=CC(=C1)F)NS(=O)(=O)C1=CC=C(C=C1)C)=O N-(4-(4-bromophenyl)thiazol-2-yl)-5-fluoro-2-((4-methylphenyl)sulfonamido)benzamide